CC(C)(CCCCC)C(C(C(C(=O)[O-])(C(C)(CCCCC)C)C(C)(CCCCC)C)(O)C(=O)[O-])C(=O)[O-] Tri(2-methyl-2-heptyl)citrat